n-ethyl-2-hydroxymethyl-2-phenylacetamide C(C)NC(C(C1=CC=CC=C1)CO)=O